5-(oxetan-3-yl)-N-((1R,3R,5S)-8-(((1r,4R)-4-((4,4,4-trifluorobutyl)amino)cyclohexyl)sulfonyl)-8-azabicyclo[3.2.1]octan-3-yl)isoxazole-3-carboxamide O1CC(C1)C1=CC(=NO1)C(=O)NC1C[C@H]2CC[C@@H](C1)N2S(=O)(=O)C2CCC(CC2)NCCCC(F)(F)F